trans-4-(3,4-Dihydroisoquinolin-2(1H)-yl)piperidin C1N(CCC2=CC=CC=C12)C1CCNCC1